C1(C=CC2=CC=CC=C12)=S indenethione